2,2-DIMETHYL-3-PHENYL-1-PROPANOL CC(CO)(CC1=CC=CC=C1)C